BrC1=C(C2=CC=C(C=C2CC1)OC(C)(C)C)C1=CC=C(C=C1)O 4-(2-bromo-6-tert-butoxy-3,4-dihydronaphthalen-1-yl)phenol